NC1=C(C=C(C(=N1)F)C1=C(C(=C(C=C1)N1CCN(CC1)C(=O)OC(C)(C)C)F)F)C=1C=C2CCNC(C2=CC1)=O tert-butyl 4-(4-(6-amino-2-fluoro-5-(1-oxo-1,2,3,4-tetrahydroisoquinolin-6-yl)pyridin-3-yl)-2,3-difluorophenyl)piperazine-1-carboxylate